methyl 2-(6-{6-[(4-cyano-2-fluorobenzyl) oxy]-3-fluoropyridin-2-yl}-6-azaspiro[2.5]oct-1-yl)-1-[(2S)-oxetan-2-ylmethyl]-1H-benzimidazole-6-carboxylate C(#N)C1=CC(=C(COC2=CC=C(C(=N2)N2CCC3(CC3C3=NC4=C(N3C[C@H]3OCC3)C=C(C=C4)C(=O)OC)CC2)F)C=C1)F